butyl N-[2-[[4-(3-bromophenyl)thiazol-2-yl]amino]-2-oxo-ethyl]carbamate BrC=1C=C(C=CC1)C=1N=C(SC1)NC(CNC(OCCCC)=O)=O